FC(OC1=CC=CC=2C(N([C@H]3C=4N([C@@H](C21)C3)C3=C(N4)C=CC(=C3)C#CC3(CN(C3)CC)C)C([2H])([2H])[2H])=O)F (7R,14R)-1-(difluoromethoxy)-11-((1-ethyl-3-methylazetidin-3-yl)ethynyl)-6-(methyl-d3)-6,7-dihydro-7,14-methanobenzo[f]benzo[4,5]imidazo[1,2-a][1,4]diazocin-5(14H)-one